The molecule is a macrolide antibiotic produced by various Streptomyces species. It has a role as an antibacterial drug, an antimicrobial agent and a bacterial metabolite. It is an aldehyde, a disaccharide derivative, an ether, a macrolide, a tertiary amino compound and an acetate ester. C[C@@H]1C/C=C/C=C/[C@@H]([C@@H](C[C@@H]([C@@H]([C@H]([C@@H](CC(=O)O1)OC(=O)C)OC)O[C@H]2[C@@H]([C@H]([C@@H]([C@H](O2)C)O[C@H]3C[C@@]([C@H]([C@@H](O3)C)O)(C)O)N(C)C)O)CC=O)C)O[C@H]4CC[C@@H]([C@@H](O4)C)N(C)C